3-cyano-1-[3-(1-hydroxyethyl)-6-[5-[(6-methylpyridazin-3-yl)amino]benzimidazol-1-yl]-2-pyridinyl]-6,7-dihydro-4H-pyrazolo[4,3-c]pyridine-5-carboxylic acid tert-butyl ester C(C)(C)(C)OC(=O)N1CC2=C(CC1)N(N=C2C#N)C2=NC(=CC=C2C(C)O)N2C=NC1=C2C=CC(=C1)NC=1N=NC(=CC1)C